2-(3-methoxyphenyl)-N-((R)-((S)-7-(1-methyl-1H-pyrazol-4-yl)-2,3-dihydro-1H-pyrido[2,3-b][1,4]oxazin-3-yl)(phenyl)methyl)ethanamine COC=1C=C(C=CC1)CCN[C@H](C1=CC=CC=C1)[C@@H]1CNC2=C(O1)N=CC(=C2)C=2C=NN(C2)C